(E)-2-(2,6-dioxopiperidin-3-yl)-5-((3-(4-(3-(4-(1-(4-hydroxyphenyl)-2-phenylbut-1-en-1-yl)phenyl)propyl)piperazin-1-yl)propyl)amino)isoindoline-1,3-dione O=C1NC(CCC1N1C(C2=CC=C(C=C2C1=O)NCCCN1CCN(CC1)CCCC1=CC=C(C=C1)/C(=C(/CC)\C1=CC=CC=C1)/C1=CC=C(C=C1)O)=O)=O